Ethyl 2-(6-(trifluoromethyl)-2H-spiro[benzofuran-3,1'-cyclohexan]-4'-ylidene)acetate FC(C1=CC2=C(C=C1)C1(CCC(CC1)=CC(=O)OCC)CO2)(F)F